BrC1=NN2C(C(=NC=C2)NC2=CC(=NN2C(C)(C)C)[C@@H]2C[C@@H](CC2)O)=C1 (1R,3S)-3-(5-((2-bromopyrazolo[1,5-a]pyrazin-4-yl)amino)-1-(tert-butyl)-1H-pyrazol-3-yl)cyclopentan-1-ol